ClC1=CC(=C(N=N1)OC1CCOCC1)C(=O)NC[C@@H]1CN(CCC1)C(C)C 6-chloro-N-{[(3R)-1-isopropylpiperidin-3-yl]methyl}-3-(tetrahydro-2H-pyran-4-yloxy)pyridazine-4-carboxamide